POTASSIUM THIOSULFATE S(=S)(=O)([O-])[O-].[K+].[K+]